1,2-bis-methylphenoxyethane CC1(OCC)C(C=CC=C1)C